C(C)(C)(C)OC(N(C1=NNC2=C(C=C(C=C12)C1=CC(=NC=C1)NC(CC(F)(F)F)=O)C#CC(C)(C)C)C(=O)OC(C)(C)C)=O tert-butyl(tert-butoxycarbonyl)(7-(3,3-dimethylbut-1-yn-1-yl)-5-(2-(3,3,3-trifluoropropanamido)pyridin-4-yl)-1H-indazol-3-yl)carbamate